ClC1=CC(=C(C=C1)C1=CC(=CC=C1)C=1OC2=C(N1)C=C(C=C2)C(=O)OC)C2=NN=CN2C Methyl 2-[4'-chloro-2'-(4-methyl-1,2,4-triazol-3-yl)-[1,1'-biphenyl]-3-yl]-1,3-benzoxazole-5-carboxylate